ClC1=CC=C(C=N1)CNC(NC1=CC=C(C=C1)S(=O)(=O)N1CCCCC1)=O 3-[(6-chloropyridin-3-yl)methyl]-1-[4-(piperidine-1-sulfonyl)phenyl]urea